bromomethylbutanolide BrCC1C(=O)OCC1